FC=1C(=C(C(=CC1)F)C=1C(=CN(C1C(C1=CC=C(C=C1)OC)=O)C)C(=O)OC)C Methyl 4-(3,6-difluoro-2-methylphenyl)-5-(4-methoxybenzoyl)-1-methyl-1H-pyrrole-3-carboxylate